5-chloro-4-(2,6-diazaspiro[3.3]heptan-2-yl)-2-(2-fluoro-4-pyridinyl)-1H-pyrimidin-6-one ClC1=C(N=C(NC1=O)C1=CC(=NC=C1)F)N1CC2(C1)CNC2